ClC=1C(=NC=C(C#N)C1)NC1=NC=C(C(=C1)N[C@H](C)C#N)[N+](=O)[O-] (R)-5-chloro-6-((4-((1-cyanoethyl)amino)-5-nitropyridin-2-yl)amino)nicotinonitrile